FC(C1=CC=2NC([C@@H]3N(C2N=C1)CCNC3)=O)(F)F (R)-3-(trifluoromethyl)-7,8,9,10-tetrahydro-5H-pyrazino[1,2-a]pyrido[3,2-e]pyrazin-6(6aH)-one